cycloheptatriene molybdenum [Mo].C1=CC=CC=CC1